C12(CCC3=CC=CC=C13)CCC1(CC2)OCCO1 dihydro-dispiro[[1,3]dioxolane-2,1'-cyclohexane-4',1''-indene]